C1NCC2C1CN(C2)C2=NC=C(C=N2)N2CCC(CC2)N2N=C(C=1C2=NC=NC1N)C1=CC=C(C=C1)OC1=CC=CC=C1 1-[1-[2-(2,3,3a,4,6,6a-hexahydro-1H-pyrrolo[3,4-c]pyrrol-5-yl)pyrimidin-5-yl]-4-piperidyl]-3-(4-phenoxyphenyl)pyrazolo[3,4-d]pyrimidin-4-amine